(2-chloro-4-((6-methylbenzofuran-7-yl)oxy)phenyl)(4-Chloro-7H-pyrrolo[2,3-d]pyrimidin-5-yl)methanone ClC1=C(C=CC(=C1)OC1=C(C=CC=2C=COC21)C)C(=O)C2=CNC=1N=CN=C(C12)Cl